(7-morpholino-5-(3-phenyl-1H-pyrazol-1-yl)furo[3,2-b]pyridin-2-yl)methanol O1CCN(CC1)C1=C2C(=NC(=C1)N1N=C(C=C1)C1=CC=CC=C1)C=C(O2)CO